ClC1=NN=C(C2=CC=CC=C12)C1=C(C=C(C=C1)C(F)(F)F)OC 1-Chloro-4-(2-methoxy-4-(trifluoromethyl)phenyl)phthalazine